3-(2-(5-(4-fluorobenzylidene)-3-(4-tert-butylphenyl)-4-oxothiazolidine-2-ylidene)hydrazono)-5-bromoindol-2-one FC1=CC=C(C=C2C(N(C(S2)=NN=C2C(NC3=CC=C(C=C23)Br)=O)C2=CC=C(C=C2)C(C)(C)C)=O)C=C1